ClC1=C(OC=2N=NC(=CC2C(=O)NC=2C=[N+](C=CC2)[O-])C(F)(F)F)C=CC(=C1)F 3-(3-(2-chloro-4-fluorophenoxy)-6-(trifluoromethyl)pyridazine-4-carboxamido)pyridine 1-oxide